CS(=O)(=O)CS(=O)(=O)C dimethyl-sulphonyl-methane